(3-hydroxy-1-methyl-propyl)-5-[4-(trifluoromethyl)phenoxy]Naphthalene-2-carboxamide OCCC(C)C1=C(C=CC2=C(C=CC=C12)OC1=CC=C(C=C1)C(F)(F)F)C(=O)N